N[C@@H]1[C@H]([C@@H]2O[C@@H](OC[C@H]2O[C@@H]1OCC1=CC=CC=C1)C1=CC=CC=C1)O (2R,4aR,6S,7R,8R,8aS)-7-amino-6-(benzyloxy)-2-phenyl-hexahydropyrano[3,2-d][1,3]dioxin-8-ol